FC1=CC(=C(C=C1)C=1C=C2C(=NC1)NC(N2CC2=CC(=CC=C2)F)=O)OC 6-(4-fluoro-2-methoxy-phenyl)-1-[(3-fluorophenyl)methyl]-3H-imidazo[4,5-b]pyridin-2-one